Isobutyl 5-fluoro-3-(1-((1-(3-isopropyl-4-phenoxybenzyl)piperidin-4-yl)methyl)-1H-1,2,3-triazol-4-yl)-1H-indol-2-carboxylat FC=1C=C2C(=C(NC2=CC1)C(=O)OCC(C)C)C=1N=NN(C1)CC1CCN(CC1)CC1=CC(=C(C=C1)OC1=CC=CC=C1)C(C)C